2-((6-cyano-2H-indazol-2-yl)(7-methyl-5-(methylsulfonyl)-1H-indol-4-yl)methyl)cyclopropane-1-carboxylic acid C(#N)C=1C=CC2=CN(N=C2C1)C(C1C(C1)C(=O)O)C1=C2C=CNC2=C(C=C1S(=O)(=O)C)C